helium fluorine (6aR,10aR)-1-hydroxy-6,6-dimethyl-3-(2-methyloctan-2-yl)-7,8,10,10a-tetrahydro-6aH-benzo[c]chromen-9-one OC1=C2[C@H]3[C@H](C(OC2=CC(=C1)C(C)(CCCCCC)C)(C)C)CCC(C3)=O.[F].[He]